C(C)C=1C=C(C=C2C(=NNC12)C)CCC(=O)[O-] 3-(7-ethyl-3-methyl-1H-indazol-5-yl)propanoate